1-(4-((4-(2-acetoxy-3-(1H-imidazol-1-yl)propoxy)-3-chlorophenyl)sulfonyl)-2-chlorophenoxy)-3-chloropropan-2-yl acetate C(C)(=O)OC(COC1=C(C=C(C=C1)S(=O)(=O)C1=CC(=C(C=C1)OCC(CN1C=NC=C1)OC(C)=O)Cl)Cl)CCl